[N+](=O)([O-])C1=CC=C(C=C1)C=1OC(=CN1)C1=CC=C(C=C1)[N+](=O)[O-] 2,5-bis(4-nitrophenyl)oxazole